2,5-dichloro-N-(3-ethynyl-2,4-difluorophenyl)pyridine-3-sulfonamide 2-methyl-2-propanyl-rel-[(3aS,4R,6aR)-2-benzyl-6,6-difluorooctahydrocyclopenta[c]pyrrol-4-yl]carbamate CC(C)(C)N(C(O)=O)[C@@H]1CC([C@H]2CN(C[C@H]21)CC2=CC=CC=C2)(F)F.ClC2=NC=C(C=C2S(=O)(=O)NC2=C(C(=C(C=C2)F)C#C)F)Cl |o1:8,11,15|